6-methoxy-1,1,7-trimethyl-tetralin COC=1C=C2CCCC(C2=CC1C)(C)C